N-((6S,7S)-5-(3-cyanooxetane-3-carbonyl)-6-((2-fluoro-[1,1'-biphenyl]-3-yl)methyl)-5-azaspiro[2.4]heptan-7-yl)ethanesulfonamide C(#N)C1(COC1)C(=O)N1CC2(CC2)[C@@H]([C@@H]1CC=1C(=C(C=CC1)C1=CC=CC=C1)F)NS(=O)(=O)CC